C(C)(C)(C)OC(=O)N[C@H](C(=O)OC)CCC(=O)C1=CC=C(C=C1)OCC1=C(C=CC=C1)F methyl (S)-2-((tert-butoxycarbonyl) amino)-5-(4-((2-fluorobenzyl) oxy) phenyl)-5-oxopentanoate